CN(C(OC(C)(C)C)=O)CC=1N=NC(=CC1)C=1C=NN(C1)C(F)(F)F tert-butyl methyl((6-(1-(trifluoromethyl)-1H-pyrazol-4-yl)pyridazin-3-yl)methyl)carbamate